1-Methyl-5-((1-(1-methyl-1H-pyrazol-4-yl)-1H-indazol-6-yl)amino)-5,6,7,8-tetrahydronaphthalene-2-carbonitrile CC1=C(C=CC=2C(CCCC12)NC1=CC=C2C=NN(C2=C1)C=1C=NN(C1)C)C#N